(1S,5S)-N-((1R,2R,4S)-7-cyano-7-azabicyclo[2.2.1]heptan-2-yl)-3-(3,5-dichlorophenyl)-3-azabicyclo[3.1.0]hexane-1-carboxamide C(#N)N1[C@H]2[C@@H](C[C@@H]1CC2)NC(=O)[C@@]21CN(C[C@H]1C2)C2=CC(=CC(=C2)Cl)Cl